NC1=CC=C(C(=N1)C)CNC([C@H](C)NC(=O)C1NCCC(C1)C1=CC=CC=C1)=O N-((S)-1-(((6-amino-2-methylpyridin-3-yl)methyl)amino)-1-oxopropan-2-yl)-4-phenylpiperidine-2-carboxamide